3,5-dihydroxyl-2,4,6-trinitroaniline OC=1C(=C(N)C(=C(C1[N+](=O)[O-])O)[N+](=O)[O-])[N+](=O)[O-]